S1C(=NC=C1)CN1CCCC1 1-(thiazol-2-ylmethyl)pyrrolidin